lithium 4,5-dicyano-2-pentafluoroethyl-imidazole tert-butyl-N-[(3R)-5-[(4-chlorophenyl)methyl]-7-cyano-1,1,4-trioxo-2,3-dihydro-1λ6,5-benzothiazepin-3-yl]carbamate C(C)(C)(C)OC(N[C@H]1CS(C2=C(N(C1=O)CC1=CC=C(C=C1)Cl)C=C(C=C2)C#N)(=O)=O)=O.C(#N)C=2N=C(NC2C#N)C(C(F)(F)F)(F)F.[Li]